BrC=1C=C2C(=NC=NN2C1)N1CC(C(C1)OCCN1CCCCC1)(F)F 6-Bromo-4-[3,3-difluoro-4-[2-(1-piperidyl)ethoxy]pyrrolidin-1-yl]pyrrolo[2,1-f][1,2,4]triazine